6-chloro-1-methyl-1H-pyrrolo[3,2-c]pyridine ClC1=CC2=C(C=N1)C=CN2C